FC=1C(=CSC1C(C)(C)O)[S@](=O)(N)=NC(NC1=C2C(=NC3=C1CCC3)CCC2)=O (S)-4-Fluoro-N'-((1,2,3,5,6,7-hexahydrodicyclopenta[b,e]pyridin-8-yl)carbamoyl)-5-(2-hydroxypropan-2-yl)thiophene-3-sulfonimidamide